The molecule is a thiophene substituted at C-2 by a 4-ethylbenzoyl group. It has a role as an epitope. It is a member of thiophenes and an aromatic ketone. CCC1=CC=C(C=C1)C(=O)C2=CC=CS2